5-[5-fluoro-2-[(3S)-3-(morpholinomethyl)-3,4-dihydro-1H-isoquinoline-2-carbonyl]phenyl]-N-(4-hydroxyphenyl)-N-[(3-methoxy-2-methyl-phenyl)methyl]-1,2-dimethyl-pyrrole-3-carboxamide FC=1C=CC(=C(C1)C1=CC(=C(N1C)C)C(=O)N(CC1=C(C(=CC=C1)OC)C)C1=CC=C(C=C1)O)C(=O)N1CC2=CC=CC=C2C[C@H]1CN1CCOCC1